N-(4-((3-(2-(((1r,4r)-4-(dimethylamino)cyclohexyl)amino)pyrimidin-4-yl)pyridin-2-yl)oxy)-2,3,6-trifluorophenyl)-3,3-difluorobutane-1-sulfonamide CN(C1CCC(CC1)NC1=NC=CC(=N1)C=1C(=NC=CC1)OC1=C(C(=C(C(=C1)F)NS(=O)(=O)CCC(C)(F)F)F)F)C